(S)-7-((S)-5-Chloro-6-methyl-2-phenyl-2-((S)-pyrrolidin-2-yl)-2,3-dihydrobenzofuran-4-yl)-8-fluoroimidazo[1,2-a]pyridine-6-carboxamide ClC=1C(=CC2=C(C[C@@](O2)([C@H]2NCCC2)C2=CC=CC=C2)C1C1=C(C=2N(C=C1C(=O)N)C=CN2)F)C